C(C)(C)(C)OC(=O)N[C@H](C(=O)N[C@@H](CC(=O)OC)\C=C\CCO[Si](C1=CC=CC=C1)(C1=CC=CC=C1)C(C)(C)C)C(C)C Methyl (S,E)-3-((S)-2-((tert-butoxycarbonyl)amino)-3-methylbutanamido)-7-((tert-butyldiphenylsilyl)oxy)hept-4-enoate